3-bromo-2-methylphenyl-2,2,2-trifluoroacetamide BrC=1C(=C(C=CC1)NC(C(F)(F)F)=O)C